(R)-N-ethyl-2-((5-(2-(6-(ethyl-(methyl)amino)-2-methylhex-3-yl)-2,6-diazaspiro[3.4]oct-6-yl)-1,2,4-triazin-6-yl)oxy)-5-fluoro-N-isopropylbenzamide C(C)N(C(C1=C(C=CC(=C1)F)OC1=C(N=CN=N1)N1CC2(CN(C2)[C@@H](C(C)C)CCCN(C)CC)CC1)=O)C(C)C